2-epoxycyclohexene C12C(=CCCC1)O2